3-acryloyloxyglycerin monomethacrylate C(C(=C)C)(=O)O.C(C=C)(=O)OOCC(CO)O